C(C)(C)N1C=C(C=2C1=CN=CC2)C2=CC(=NC=C2)NC(=O)C2CCN(CC2)C(=O)OC(C)(C)C tert-butyl 4-((4-(1-isopropyl-1H-pyrrolo[2,3-c]pyridin-3-yl)pyridin-2-yl)carbamoyl)piperidine-1-carboxylate